3-triethoxysilyl-N-(1,3-dimethyl-butanylidene)propylamine C(C)O[Si](CCCN=C(CC(C)C)C)(OCC)OCC